(3-(difluoromethyl)bicyclo[1.1.1]pentan-1-yl)-1-methylquinoxalin-2(1H)-one FC(C12CC(C1)(C2)C=2C(N(C1=CC=CC=C1N2)C)=O)F